2-(4-chloro-2-fluorophenyl)-7-(2-nitrophenyl)-2,7-diazaspiro[4.4]nonane ClC1=CC(=C(C=C1)N1CC2(CC1)CN(CC2)C2=C(C=CC=C2)[N+](=O)[O-])F